OC(=O)C(F)(F)F.FC=1C(=C2C(=C(NC2=C(C1)C(=O)N)C)C)C1=CC=C2CCCNC2=C1 5-fluoro-2,3-dimethyl-4-(1,2,3,4-tetrahydroquinolin-7-yl)-1H-indole-7-carboxamide TFA salt